C(#N)[C@H](C[C@H]1C(NCC1)=O)NC(=O)[C@H]1N([C@H]2CC([C@@H]1CC2)(F)F)C([C@@H](CC2CC2)NC=2C=NC=C(C2)C)=O (1R,3S,4R)-N-((S)-1-cyano-2-((S)-2-oxopyrrolidin-3-yl)ethyl)-2-((R)-3-cyclopropyl-2-((5-methylpyridin-3-yl)amino)propanoyl)-5,5-difluoro-2-azabicyclo[2.2.2]octane-3-carboxamide